FC(C(=O)O)(F)F.FC(C(=O)O)(F)F.NC1=CC=C(C(=N1)C)CNC([C@H](C)NC(=O)[C@@H]1NC[C@H](C1)CC=1SC(=C(C1)Br)Cl)=O (2R,4R)-N-((S)-1-(((6-Amino-2-methylpyridin-3-yl)methyl)amino)-1-oxopropan-2-yl)-4-((4-bromo-5-chlorothiophen-2-yl)methyl)pyrrolidine-2-carboxamide di-trifluoroacetate salt